4-(1-aminoethyl)benzoic acid NC(C)C1=CC=C(C(=O)O)C=C1